8-(2,3-dichlorophenyl)-[1,2,4]triazolo[4,3-c]pyrimidin ClC1=C(C=CC=C1Cl)C=1C=2N(C=NC1)C=NN2